tert-butyl 4-(5-((6-(4-chlorophenyl)-8,9-dihydroimidazo[1',2':1,6]pyrido[2,3-d]pyrimidin-2-yl)amino)-6-methoxypyridin-2-yl)piperazine-1-carboxylate ClC1=CC=C(C=C1)C1=CC2=C(N=C(N=C2)NC=2C=CC(=NC2OC)N2CCN(CC2)C(=O)OC(C)(C)C)N2C1=NCC2